8-((2S,5S)-5-(chloromethyl)-2-methyl-4-(1-(4-(trifluoromethoxy)phenyl)ethyl)piperazin-1-yl)-5-methyl-6-oxo-5,6-dihydro-1,5-naphthyridine-2-carbonitrile ClC[C@H]1N(C[C@@H](N(C1)C1=CC(N(C=2C=CC(=NC12)C#N)C)=O)C)C(C)C1=CC=C(C=C1)OC(F)(F)F